4,5-dimethyl-3-aminoisoxazole CC=1C(=NOC1C)N